C(C)(C)N1C(=NN=C1)C1=CC=CC(=N1)NC(=O)C=1NC(=CC1)C1=CC=CC=C1 N-(6-(4-isopropyl-4H-1,2,4-triazol-3-yl)pyridin-2-yl)-5-phenyl-1H-pyrrole-2-carboxamide